(S)-6-((2-isopropyl-4-methylpiperazin-1-yl)methyl)-2-(3-(6-(4-methyl-4H-1,2,4-triazol-3-yl)-2-oxaspiro[3.3]heptan-6-yl)phenyl)-4-(trifluoromethyl)isoindolin-1-one C(C)(C)[C@@H]1N(CCN(C1)C)CC1=CC(=C2CN(C(C2=C1)=O)C1=CC(=CC=C1)C1(CC2(COC2)C1)C1=NN=CN1C)C(F)(F)F